(E)-N'-((2-hydroxynaphthalen-1-yl)methylene)butyryl-hydrazine OC1=C(C2=CC=CC=C2C=C1)\C=C\CCC(=O)NN